9-(4-(1-(azetidin-3-yl)-4-(trifluoromethyl)-1H-imidazol-2-yl)benzyl)-2-(2-isopropylphenyl)-7-methyl-7H-purin-8(9H)-imine N1CC(C1)N1C(=NC(=C1)C(F)(F)F)C1=CC=C(CN2C3=NC(=NC=C3N(C2=N)C)C2=C(C=CC=C2)C(C)C)C=C1